5H,6H,7H-pyrrolo[3,4-b]pyridine diHCl Cl.Cl.N1=C2C(=CC=C1)CNC2